O=C1CC[C@@H](N1C(=O)OC(C)(C)C)C(=O)OC(C)(C)C di-tert-butyl (R)-5-oxopyrrolidine-1,2-dicarboxylate